8-[(2s,5r)-4-{[2,4-bis(trifluoromethyl)phenyl]methyl}-5-ethyl-2-methylpiperazin-1-yl]-5-methyl-6-oxo-5,6-dihydro-1,5-naphthyridine-2-carbonitrile FC(C1=C(C=CC(=C1)C(F)(F)F)CN1C[C@@H](N(C[C@H]1CC)C1=CC(N(C=2C=CC(=NC12)C#N)C)=O)C)(F)F